(cis)-tert-butyl-4-[(6-iodopyridazin-3-yl) (methyl) amino]-2-methylpiperidine-1-carboxylate C(C)(C)(C)OC(=O)N1[C@H](C[C@H](CC1)N(C)C=1N=NC(=CC1)I)C